CN(C(OCC1=CC=CC=C1)=O)CC1=C(C=CC=C1)C1=C[Se]C(=C1)[C@@H](C)NC1=C2C(=C(N=N1)C)C=NC(=C2)N2CCOCC2 Benzyl (R)-methyl(2-(5-(1-((4-methyl-7-morpholinopyrido[3,4-d]pyridazin-1-yl)amino)ethyl)selenophene-3-yl)benzyl)carbamate